FC1C(C1)C(=O)NC=1N=C2N(C=C(C=C2)C2=C(C=CC(=C2)O)C)C1 2-fluoro-N-(6-(5-hydroxy-2-methylphenyl)imidazo[1,2-a]pyridin-2-yl)cyclopropane-1-carboxamide